S(=O)(=O)([O-])[O-].S(=O)([O-])[O-].[NH4+].[NH4+].[NH4+].[NH4+] ammonium (sulfite) sulfate